P(=O)(OCC1=CC=CC=C1)(OCC1=CC=CC=C1)OC(C)C=1C=C2C(=C(C(NC2=CN1)=O)C#N)N1CCC(CC1)(C)OC Dibenzyl (1-(3-cyano-4-(4-methoxy-4-methylpiperidin-1-yl)-2-oxo-1,2-dihydro-1,7-naphthyridin-6-yl) ethyl) phosphate